FC=1C=C(C=C(C1)F)N1N=C(C2=C1C=1C=C(C(=CC1OC2)OC)C=2C=NC=C(C(=O)N)C2)C(=O)N2C(CC(CC2)O)(C)C 5-(1-(3,5-difluorophenyl)-3-(4-hydroxy-2,2-dimethylpiperidine-1-carbonyl)-7-methoxy-1,4-dihydrochromeno[4,3-c]pyrazol-8-yl)nicotinamide